tert-butyl 4-[(4-{2-[(3S)-2,6-dioxopiperidin-3-yl]-1-oxo-3H-isoindol-5-yl}piperazin-1-yl)methyl]-4-methylpiperidine-1-carboxylate O=C1NC(CC[C@@H]1N1C(C2=CC=C(C=C2C1)N1CCN(CC1)CC1(CCN(CC1)C(=O)OC(C)(C)C)C)=O)=O